NC1CN(CCC1)C1C(CC(C1)C1=CC=C(C=C1)F)OC=1C(=NC=CN1)C#N [2-(3-amino-1-piperidinyl)-4-(4-fluorophenyl)cyclopentyloxy]pyrazine-2-carbonitrile